5-chloro-N-[2,4-difluoro-3-(2-[1H-pyrazolo[4,3-b]pyridin-5-yl]ethyl)phenyl]-2-methoxypyridine-3-sulfonamide ClC=1C=C(C(=NC1)OC)S(=O)(=O)NC1=C(C(=C(C=C1)F)CCC1=CC=C2C(=N1)C=NN2)F